CC1=C(C(=O)OC)C=C(C=C1C(=O)[O-])C Methyl 2,5-dimethylisophthalate